[3,5-bis(1,1-dimethylethyl)-4-hydroxyphenyl]methylphosphonic acid, diethyl ester CC(C)(C)C=1C=C(C=C(C1O)C(C)(C)C)CP(OCC)(OCC)=O